3-(5-formyl-2-methoxyphenoxy)propionic acid C(=O)C=1C=CC(=C(OCCC(=O)O)C1)OC